3-(6-(o-tolyl)pyridin-3-yl)propionic acid C1(=C(C=CC=C1)C1=CC=C(C=N1)CCC(=O)O)C